(E)-methyl 5-(3-acetylamino-3-oxoprop-1-en-1-yl)-2-methoxybenzoate C(C)(=O)NC(/C=C/C=1C=CC(=C(C(=O)OC)C1)OC)=O